6-[5-[2-[(4-fluoro-3-methoxy-1-methyl-6,7-dihydro-5H-cyclopenta[c]pyridin-6-yl)methylamino]ethyl]-2-oxo-1,3-oxazolidin-3-yl]-4H-pyrazino[2,3-b][1,4]oxazin-3-one FC=1C2=C(C(=NC1OC)C)CC(C2)CNCCC2CN(C(O2)=O)C2=NC1=C(OCC(N1)=O)N=C2